N1(CCCC2=CC=CC=C12)C(=O)C=1C=NC=C(C1)C1=CC=C(C=C1)OC (3,4-dihydroquinolin-1(2H)-yl)(5-(4-methoxyphenyl)pyridin-3-yl)methanone